C(C=C)(=O)N1[C@H]([C@@H](OCC1)C1=CC(=NC(=C1)Cl)C1=CC(=NC(=C1F)OC)C(=O)NC)C 4-((2s,3S)-4-acryloyl-3-methylmorpholin-2-yl)-6-chloro-5'-fluoro-6'-methoxy-N-methyl-[2,4'-bipyridine]-2'-carboxamide